Ethyl 2-(5-(4-cyanonaphthalen-1-yl) thiophen-2-ylthio)-2-methylpropionate C(#N)C1=CC=C(C2=CC=CC=C12)C1=CC=C(S1)SC(C(=O)OCC)(C)C